N1C(=CC=C1)C=CC#N pyrroleacrylonitrile